(R)-3-(3,4-dimethoxyphenyl)-3-(4-(3-(5,6,7,8-tetrahydro-1,8-naphthyridin-2-yl)propyl)thiazol-2-yl)propionic acid COC=1C=C(C=CC1OC)[C@@H](CC(=O)O)C=1SC=C(N1)CCCC1=NC=2NCCCC2C=C1